2-[(2E)-2-(aminomethyl)-3-fluoroprop-2-en-1-yl]-6-[4-(methylsulfonyl)phenyl][1,2,4]triazolo[4,3-a]pyridin-3(2H)-one NC/C(/CN1N=C2N(C=C(C=C2)C2=CC=C(C=C2)S(=O)(=O)C)C1=O)=C\F